8-(4-(bis(4-fluorophenyl)methyl)-3-(2-hydroxy-3-methylbutan-2-yl)piperazin-1-yl)-5-methyl-6-oxo-5,6-dihydro-1,5-naphthyridine-2-carbonitrile FC1=CC=C(C=C1)C(N1C(CN(CC1)C1=CC(N(C=2C=CC(=NC12)C#N)C)=O)C(C)(C(C)C)O)C1=CC=C(C=C1)F